NNNNNNNNN Nonazan